FC=1C=C2C(=CNC2=CC1)C1CCN(CC1)CCC1=C(C=C(NC)C=C1)C1=CNC=C1 4-(2-(4-(5-fluoro-1H-indol-3-yl)piperidin-1-yl)ethyl)-N-methyl-3-(1H-pyrrol-3-yl)aniline